COC1=CC=C(C=C1)C1=CC=C(C=O)C=C1 4-(p-methoxyphenyl)benzaldehyde